C(C)(C)OP(OC(C)C)NC=1SCCN1 (diisopropyloxyphosphino)aminothiazoline